NC=1C=2N(C=C(C1)B(O)O)C=C(N2)C (8-Amino-2-methylimidazo[1,2-a]pyridin-6-yl)boronic acid